(E)-2-(5-chlorothiophene-2-yl)ethylenesulfonyl chloride ClC1=CC=C(S1)C(CCl)S(=O)(=O)Cl